NC1=NC=C(C2=C1C=NN2COCC[Si](C)(C)C)NC(C(N2[C@H](CC[C@@H](C2)C)C=2C=C1C=CN=CC1=CC2)=O)=O |r| N-[4-amino-1-(2-trimethylsilylethoxymethyl)pyrazolo[4,3-c]pyridin-7-yl]-2-oxo-2-[rac-(2R,5S)-2-(6-isoquinolyl)-5-methyl-1-piperidyl]acetamide